CN1C(C(CC1)OC1=CC=C2C=NN=C(C2=C1)N)(C)C 7-((1,2,2-trimethylpyrrolidin-3-yl)oxy)phthalazin-1-amine